tert-butyl (E)-(1-((2-cyano-5-(2-ethoxyvinyl)-3-(methylthio)phenoxy)methyl)cyclopentyl)carbamate C(#N)C1=C(OCC2(CCCC2)NC(OC(C)(C)C)=O)C=C(C=C1SC)\C=C\OCC